NC1=C(C(=CC(=C1)OC)OC)C(\C=C\C1=CC=C(C=C1)O)=O (E)-1-(2-Amino-4,6-dimethoxyphenyl)-3-(4-hydroxyphenyl)prop-2-en-1-one